C(CC(=O)OCC)(=O)OCC 1,3-diethyl propanedioate